C(C)[SiH2]C(OC)OC ethyl-dimethoxymethyl-silane